1,1'-dinaphthylamine C1=CC=C2C(=C1)C=CC=C2NC3=CC=CC4=CC=CC=C43